NC1=CC=CC2=CC(=CC=C12)N 1,6-diamino-naphthalene